O1C(CC=CC1=O)=O 2H-pyran-2,6(3H)-dione